5-methyl-2-[(2,2,3-trimethylcyclopent-3-en-1-yl)methyl]-1,3-dioxane-5-carbaldehyde CC1(COC(OC1)CC1C(C(=CC1)C)(C)C)C=O